C(C)N1N=CNC1=O 2,4-dihydro-2-ethyl-3H-1,2,4-triazol-3-one